5-(cyclopenten-1-yl)-1,2,6-trimethyl-4-oxopyridine-3-carboxamide C1(=CCCC1)C=1C(C(=C(N(C1C)C)C)C(=O)N)=O